FC(C1=CC=C(C=C1)CC=1C=2N(C=CC1)N=CC2C(=O)NC2CC1(C2)CC(C1)C(=O)O)(F)F 2-[[4-[[4-(trifluoromethyl)phenyl]methyl]pyrazolo[1,5-a]pyridine-3-carbonyl]amino]spiro[3.3]heptane-6-carboxylic acid